[1-[(1R)-3-methoxy-1-[(1R,2R)-2-[[(2S,4R)-2-(trifluoromethyl)chroman-4-yl]carbamoyl]cyclopropyl]propyl]-4,4-dimethyl-6-oxo-hexahydropyrimidin-2-ylidene]ammonium COCC[C@H]([C@H]1[C@@H](C1)C(N[C@@H]1C[C@H](OC2=CC=CC=C12)C(F)(F)F)=O)N1C(NC(CC1=O)(C)C)=[NH2+]